S(=O)(=O)([O-])S(=O)O.S(=O)(O)OS(=O)O.[K+] potassium disulfite (metabisulfite)